C1(CC1)N1C=CC2=C(C=C(C=C12)F)N1C(C2=CC(=C(C=C2C(=C1)C(=O)N1CCCCC1)OC)OC)=O 2-(1-cyclopropyl-6-fluoro-1H-indol-4-yl)-6,7-dimethoxy-4-(piperidine-1-carbonyl)-1,2-dihydroisoquinolin-1-one